N-benzyl-5-(pyrrolidin-1-yl)pyridin-3-amine C(C1=CC=CC=C1)NC=1C=NC=C(C1)N1CCCC1